OC1=C(CN(C2=CC(=CC=C12)OC)C1=CC=CC=C1)C(C(F)(F)F)=O 4-hydroxy-7-methoxy-1-phenyl-3-(2,2,2-trifluoroethan-1-one-1-yl)quinoline